N-Cyclopropyl-6-(6-(4-methoxypyridin-3-yl)-4-methyl-1H-pyrazolo[4,3-c]pyridin-1-yl)-4-((2R,3S)-2-methyl-3-((methylsulfonyl)methyl)azetidin-1-yl)pyridin-2-amine C1(CC1)NC1=NC(=CC(=C1)N1[C@@H]([C@H](C1)CS(=O)(=O)C)C)N1N=CC=2C(=NC(=CC21)C=2C=NC=CC2OC)C